CC1=NN(C(=C1)C)C1=NC=C(C#N)C(=C1)NC1=CC2=C(N(C(N2CCC(C)(C)O)=O)C)C=C1 6-(3,5-Dimethyl-1H-pyrazol-1-yl)-4-((3-(3-hydroxy-3-methylbutyl)-1-methyl-2-oxo-2,3-dihydro-1H-benzo[d]imidazol-5-yl)amino)nicotinonitril